CNC=1NC(C=2[N+](=CN([C@]3([C@H](OC)[C@H](O)[C@@H](CO)O3)CCCCCCCCO)C2N1)C)=O N2,7-dimethyl-2'-O-methyl-guanosineOctanol